C(C)OC(C(CC(=O)OCC)CC1=CC=C(C=C1)OCCCC)=O 4-butoxybenzylsuccinic acid diethyl ester